(S)-1-(6-(4-chlorophenyl)-2-(5-fluoropyridin-3-yl)pyrimidin-4-yl)pyrrolidin-3-ol ClC1=CC=C(C=C1)C1=CC(=NC(=N1)C=1C=NC=C(C1)F)N1C[C@H](CC1)O